N1N=C(N=C1)CN1C(C2=CC=CC=C2C(=C1)[C@@H](C)N(C(=O)NC1=CC(=C(C=C1)F)Cl)C)=O (R)-1-(1-(2-((1H-1,2,4-triazol-3-yl)methyl)-1-oxo-1,2-dihydroisoquinolin-4-yl)ethyl)-3-(3-chloro-4-fluorophenyl)-1-methyl-urea